C(C)C1=C(C=C(C(=C1)O)F)C1=CC=C2C(=NNC2=C1)C1=NC2=C(N1)CN(C2)C(C)=O 1-(2-(6-(2-ethyl-5-fluoro-4-hydroxyphenyl)-1H-indazol-3-yl)-4,6-dihydropyrrolo[3,4-d]imidazol-5(1H)-yl)ethan-1-one